C(CC)OC(C)COC(C)CO dipropylene glycol mono-normal-propyl ether